4-(4-((1R,5S)-3,8-diazabicyclo[3.2.1]octan-3-yl)-6,8-difluoro-2-((1-(hydroxymethyl)cyclobutyl)methoxy)-5-methoxyquinazolin-7-yl)-6-fluoro-5-((triisopropylsilyl)ethynyl)naphthalen-2-ol [C@H]12CN(C[C@H](CC1)N2)C2=NC(=NC1=C(C(=C(C(=C21)OC)F)C2=CC(=CC1=CC=C(C(=C21)C#C[Si](C(C)C)(C(C)C)C(C)C)F)O)F)OCC2(CCC2)CO